((5S,9R)-3-(3-Fluorophenyl)-2-methyl-4,5,6,7,8,9-hexahydro-2H-5,9-epiminocycloocta[c]pyrazol-10-yl)(quinolin-6-yl)methanone FC=1C=C(C=CC1)C1=C2C(=NN1C)[C@H]1CCC[C@@H](C2)N1C(=O)C=1C=C2C=CC=NC2=CC1